Tripotassium N(=O)[O-].N(=O)[O-].N(=O)[O-].N(=O)[O-].N(=O)[O-].N(=O)[O-].[K+].[K+].[K+].[Rh+3]